(R)-1-(5-(4-(benzo[d]thiazol-5-ylamino)thieno[2,3-b]pyridin-2-yl)-6-methyl-3,6-dihydropyridin-1(2H)-yl)ethan-1-one S1C=NC2=C1C=CC(=C2)NC2=C1C(=NC=C2)SC(=C1)C1=CCCN([C@@H]1C)C(C)=O